C(#N)CN1N=CC(=C1)NC(=O)N[C@@H](C(F)(F)F)C1=C(C2=C(S1)C(=CC(=C2)F)F)C (S)-1-(1-(cyanomethyl)-1H-pyrazol-4-yl)-3-(1-(5,7-difluoro-3-methylbenzo[b]thiophen-2-yl)-2,2,2-trifluoroethyl)urea